C1(=CC(=CC=C1)C1=C[C@@H](N(C1)C(=O)OC(C)(C)C)C(=O)OC)C 1-(tert-butyl) 2-methyl (R)-4-(m-tolyl)-2,5-dihydro-1H-pyrrole-1,2-dicarboxylate